tert-Butyl (2-sulfamoylethyl)carbamate S(N)(=O)(=O)CCNC(OC(C)(C)C)=O